1-(bis(3,4-dimethoxyphenyl)methyl)piperazine COC=1C=C(C=CC1OC)C(N1CCNCC1)C1=CC(=C(C=C1)OC)OC